C[Si](C)(C)N([Si](C)(C)C)[Ga](N([Si](C)(C)C)[Si](C)(C)C)N([Si](C)(C)C)[Si](C)(C)C tris(di(trimethylsilanyl)amino)gallium